6-bromo-2,4-dichloro-3-fluoroaniline BrC1=CC(=C(C(=C1N)Cl)F)Cl